CN1C[C@H](CC1=O)OC(=O)N1CCN(CC1)C1=NC=2N(C=C1)N=CC2Br [(3S)-1-methyl-5-oxo-pyrrolidin-3-yl]4-(3-bromopyrazolo[1,5-a]pyrimidin-5-yl)piperazine-1-carboxylate